C(C)(C)(C)[C@@H]1C(N(CC2=CC(=CC=C12)O)C(=O)[O-])C(N[C@@H]1CCCC2=CC=CC=C12)=O 4-(S)-tert-butyl-7-hydroxy-3-(((R)-1,2,3,4-tetrahydronaphthalen-1-yl)carbamoyl)-3,4-dihydroisoquinoline-2(1H)-carboxylate